2,2-bis(2-propenyl)-4-pentylamine C(C=C)C(C)(CC(C)N)CC=C